N-((S)-1-((4-(hydroxymethyl)phenyl)amino)-1-oxopropan-2-yl)-3-methylbutylamine OCC1=CC=C(C=C1)NC([C@H](C)NCCC(C)C)=O